Cis-9-Pentacosene CCCCCCCC\C=C/CCCCCCCCCCCCCCC